FC1=C(C=C(C=C1)S(=O)(=O)N)C(F)(F)F 4-fluoro-3-(trifluoromethyl)benzenesulfonamide